(S)-N-(1-amino-3-hydroxy-1-oxopropan-2-yl)-2-methyl-5-((2-methylthiazol-5-yl)methoxy)benzofuran-3-carboxamide NC([C@H](CO)NC(=O)C1=C(OC2=C1C=C(C=C2)OCC2=CN=C(S2)C)C)=O